2-[(4-{4-[1-(hydroxymethyl)azetidin-3-yl]piperidin-1-yl}phenyl)amino]-8-phenyl-5-[2-(triisopropylsilyl)ethynyl]pyrido[2,3-d]pyrimidin-7-one OCN1CC(C1)C1CCN(CC1)C1=CC=C(C=C1)NC=1N=CC2=C(N1)N(C(C=C2C#C[Si](C(C)C)(C(C)C)C(C)C)=O)C2=CC=CC=C2